1-(2-chloropyridin-4-yl)-3,3-dimethyl-5-(1-methyl-1H-pyrazol-4-yl)-2,3-dihydro-1H-pyrrolo[3,2-b]pyridine ClC1=NC=CC(=C1)N1CC(C2=NC(=CC=C21)C=2C=NN(C2)C)(C)C